(4-(phenanthr-9-yl)phenyl)boronic acid C1=CC=CC=2C3=CC=CC=C3C(=CC12)C1=CC=C(C=C1)B(O)O